(2S,5R)-5-ethynyl-pyrrolidine-1,2-dicarboxylic acid 1-(tert-butyl) ester 2-methyl ester COC(=O)[C@H]1N([C@H](CC1)C#C)C(=O)OC(C)(C)C